2-[[5-isobutyl-1-[3-(methoxymethyl)phenyl]pyrazol-3-yl]amino]-5-(thiophen-2-yl)nicotinic acid C(C(C)C)C1=CC(=NN1C1=CC(=CC=C1)COC)NC1=C(C(=O)O)C=C(C=N1)C=1SC=CC1